(5-(4-((7-azaspiro[3.5]non-7-yl)methyl)-1-methyl-1H-pyrrolo[2,3-b]pyridin-6-yl)-1-oxoisoindolin-2-yl)piperidine-2,6-dione C1CCC12CCN(CC2)CC2=C1C(=NC(=C2)C=2C=C3CN(C(C3=CC2)=O)N2C(CCCC2=O)=O)N(C=C1)C